(10-(9H-carbazole-9-yl)decyl)-3-methyl-1H-imidazole C1=CC=CC=2C3=CC=CC=C3N(C12)CCCCCCCCCCN1CN(C=C1)C